(S)-5-(5-(5-chloro-1-methyl-2-oxo-1,2-dihydropyridin-3-yl)-6-(4-chlorophenyl)-1-isopropyl-4-oxo-1,4,5,6-tetrahydropyrrolo[3,4-d]imidazol-2-yl-6-d)-6-methoxynicotinic acid ClC=1C=C(C(N(C1)C)=O)N1[C@@](C=2N(C(=NC2C1=O)C=1C(=NC=C(C(=O)O)C1)OC)C(C)C)([2H])C1=CC=C(C=C1)Cl